N-(1-cyclobutyl-3-methoxy-1H-pyrazol-4-yl)-2-(1H-pyrazol-4-yl)-1,3-thiazole C1(CCC1)N1N=C(C(=C1)N1C(SC=C1)C=1C=NNC1)OC